2-[4-[(E)-3-(2-Hydroxyphenyl)-3-oxoprop-1-enyl]phenyl]-N-phenylacetamide OC1=C(C=CC=C1)C(/C=C/C1=CC=C(C=C1)CC(=O)NC1=CC=CC=C1)=O